FC(C=CCl)(F)F trifluorochloropropene